C(C)C1=C(C(=CC(=C1)CC)CC)C=1C=C(C2=CC=CC=C2C1)C1=CC(=CC2=CC=CC=C12)C1=C(C=C(C=C1CC)CC)CC (S)-3,3'-bis(2,4,6-triethylphenyl)-[1,1'-binaphthyl]